Methyl 4-chloro-2-(4-methoxy-4-oxobutanamido)benzoate ClC1=CC(=C(C(=O)OC)C=C1)NC(CCC(=O)OC)=O